racemic-N-(2-(difluoromethoxy)-4-(oxazol-5-yl)phenyl)chroman-3-carboxamide FC(OC1=C(C=CC(=C1)C1=CN=CO1)NC(=O)[C@H]1COC2=CC=CC=C2C1)F |r|